CC1=CNC2=NC=C(C=C21)C2=NC1=CC=CC=C1C(=C2)[C@H]2N(CCC2)C(=O)OC(C)(C)C tert-butyl (S)-2-(2-(3-methyl-1H-pyrrolo[2,3-b]pyridin-5-yl)quinolin-4-yl)pyrrolidine-1-carboxylate